ClC1=NC2=C(N1CC1=NC=C(C#N)C=C1)C=C(C(=C2)F)C 6-((2-chloro-5-fluoro-6-methyl-1H-benzo[d]imidazol-1-yl)methyl)nicotinonitrile